6-chloro-1-((4-iodo-2-nitrophenoxy)methyl)-1,2,3,4-tetrahydronaphthalene-1-carbaldehyde ClC=1C=C2CCCC(C2=CC1)(C=O)COC1=C(C=C(C=C1)I)[N+](=O)[O-]